ClC=1C=NN(C1CC1N(S(C2=C1C=CC=C2)(=O)=O)CC2=CC=C(C=C2)OC)C 3-((4-chloro-1-methyl-1H-pyrazol-5-yl)methyl)-2-(4-methoxybenzyl)-2,3-dihydrobenzo[d]isothiazole 1,1-dioxide